C(C)(C)C=1C(=CC(=NC1)NC(=S)NC(C1=CC=CC=C1)=O)C(F)(F)F N-(5-isopropyl-4-(trifluoromethyl)pyridin-2-ylthiocarbamoyl)benzamide